tri(dodecyl) phosphate P(=O)(OCCCCCCCCCCCC)(OCCCCCCCCCCCC)OCCCCCCCCCCCC